NC1=NC(=NC=C1CN(C=O)\C(\C)=C(\CCO)/SSC1=CC=CC=C1)C (Z)-N-((4-amino-2-methylpyrimidin-5-yl)methyl)-N-(5-hydroxy-3-(phenyldisulfanyl)pent-2-en-2-yl)carboxamide